(S)-3-((3-(2-(4-bromophenyl)-2-hydroxyethyl)-1,2,4-oxadiazol-5-yl)methyl)-5-methylpyrimidine-2,4(1H,3H)-dione BrC1=CC=C(C=C1)[C@H](CC1=NOC(=N1)CN1C(NC=C(C1=O)C)=O)O